tetradecene acetate C(C)(=O)O.C=CCCCCCCCCCCCC